C(#N)C1=CC(=C(C=C1)C1=NN=C(C2=CC=C(C=C12)C)N[C@H]1CN(CCC1)C(=O)[O-])OC (R)-3-((4-(4-cyano-2-methoxyphenyl)-6-methylphthalazin-1-yl)amino)piperidine-1-carboxylate